tert-butyl (R)-4-(2-bromo-4-(2-((2-chloro-4-(trifluoromethyl)phenyl)amino)-2-oxoethyl)-5-ethyl-7-oxo-4,7-dihydro-[1,2,4]triazolo[1,5-a]pyrimidin-6-yl)-2-methylpiperazine-1-carboxylate BrC1=NN2C(N(C(=C(C2=O)N2C[C@H](N(CC2)C(=O)OC(C)(C)C)C)CC)CC(=O)NC2=C(C=C(C=C2)C(F)(F)F)Cl)=N1